C(C1=CC=CC=C1)N1C2=NC=NC(=C2N=C1C1=C(C=C(OCCCN)C=C1)Cl)OC1(CC1)C 3-(4-(9-benzyl-6-(1-methylcyclopropoxy)-9H-purin-8-yl)-3-chlorophenoxy)propan-1-amine